CC(=O)CC(C)C methyl-iso-butyl ketone